5-(1-(1-(4-fluorophenyl)ethyl)-1H-pyrazol-4-yl)pyridazin-3-ol FC1=CC=C(C=C1)C(C)N1N=CC(=C1)C=1C=C(N=NC1)O